8-amino-3-phenyl-3,4-dihydro-1,5-benzoxazepine NC1=CC2=C(NCC(CO2)C2=CC=CC=C2)C=C1